2-(3,5-dimethoxyphenyl)-1-((1r,3s)-3-(methylcarbamoyl)cyclobutyl)-N-(3-(4-phenylpiperazin-1-yl)propyl)-1H-benzo[d]imidazole-6-carboxamide COC=1C=C(C=C(C1)OC)C1=NC2=C(N1C1CC(C1)C(NC)=O)C=C(C=C2)C(=O)NCCCN2CCN(CC2)C2=CC=CC=C2